dioleyl-cyanuric acid C(CCCCCCC\C=C/CCCCCCCC)N1C(N(C(NC1=O)=O)CCCCCCCC\C=C/CCCCCCCC)=O